C1(=C(C=CC=C1)OCC1C2C3C4C=CC(C3C(C1)C2)C4)C 8-(o-tolyloxymethyl)-tetracyclo[4.4.0.12,5.17,10]-3-dodecene